(+)-3-[(1H-1,3-benzodiazol-2-yl)amino]-N-(3-hydroxypropyl)-N-methyl-3-[3-(trifluoromethyl)phenyl]propanamide N1C(=NC2=C1C=CC=C2)NC(CC(=O)N(C)CCCO)C2=CC(=CC=C2)C(F)(F)F